butylphthalimide C(CCC)C1=C2C(C(=O)NC2=O)=CC=C1